(4-bromo-2-chloro-3-fluorophenyl)methanol BrC1=C(C(=C(C=C1)CO)Cl)F